[N+](=O)([O-])C1=CC=C(OCC2=CC=C(C=C2)C(C)(C)O)C=C1 2-(4-((4-nitrophenoxy)methyl)phenyl)propan-2-ol